1-(tert-butoxycarbonyl)-4-hydroxypiperidine-4-carboxylic acid C(C)(C)(C)OC(=O)N1CCC(CC1)(C(=O)O)O